C1(CCCC1)N1C(CN(C=2C(N[C@](NC12)(N)NC=1C=C2C=CN(C2=CC1OC)S(=O)(=O)C1=C(C=CC=C1)[N+](=O)[O-])=O)C)CC (R)-8-cyclopentyl-7-ethyl-2-{{6-methoxy-1-[(2-nitrophenyl)sulfonyl]indol-5-yl}amino}-5-methyl-7,8-dihydropterin